C(C=C)(=O)CCCCCC(=O)OCC ethyl (6-acryloyl)hexanoate